C(C#C)SCCS 2-(2-propynylthio)ethanethiol